dibutylcyclohexane-1,4-Dicarboxylate C(CCC)OC(=O)C1CCC(CC1)C(=O)OCCCC